5-(5-Chloro-2-{[(3S)-3-(morpholin-4-ylmethyl)-3,4-dihydroisoquinolin-2(1H)-yl]carbonyl}phenyl)-N-(4-hydroxyphenyl)-1-methyl-N-(1-methyl-1H-pyrazol-4-yl)-1H-pyrrole-3-carboxamide ClC=1C=CC(=C(C1)C1=CC(=CN1C)C(=O)N(C=1C=NN(C1)C)C1=CC=C(C=C1)O)C(=O)N1CC2=CC=CC=C2C[C@H]1CN1CCOCC1